2-(5-fluoro-2,4-diisopropylpyridin-3-yl)acetic acid FC=1C(=C(C(=NC1)C(C)C)CC(=O)O)C(C)C